NC(C1CCCCC1)(C1CCCCC1)N diaminodicyclohexylmethane